3-(4-(2-(2,6-dioxopiperidin-3-yl)-1,3-dioxoisoindolin-4-yl)piperazin-1-yl)propanoic acid O=C1NC(CCC1N1C(C2=CC=CC(=C2C1=O)N1CCN(CC1)CCC(=O)O)=O)=O